ClC1=CC=C2CCN(C2=C1)C1=NC=NC2=CC=C(C=C12)C=1C=C2C(=NC1)NC(N2)=O 6-[4-(6-chloroindolin-1-yl)quinazolin-6-yl]-1,3-dihydroimidazo[4,5-b]pyridin-2-one